N[C@H](C(=O)N1[C@H]2CN(C[C@@H]1CC2)C2=NC(=NC1=C(C(=CC=C21)C2=CC(=CC1=CC=CC=C21)O)F)OC[C@H]2N(CCC2)C)CO (S)-2-amino-1-((1R,5S)-3-(8-fluoro-7-(3-hydroxynaphthalen-1-yl)-2-(((S)-1-methylpyrrolidin-2-yl)methoxy)quinazolin-4-yl)-3,8-diazabicyclo[3.2.1]octan-8-yl)-3-hydroxypropan-1-one